O=C1N(CCC(N1)=O)C1=CC(=C(C=C1)C1CCN(CC1)CC(=O)OC(C)(C)C)OS(=O)(=O)F tert-butyl 2-(4-(4-(2,4-dioxotetrahydropyrimidin-1(2H)-yl)-2-((fluorosulfonyl)oxy)phenyl)piperidin-1-yl)acetate